BrC1=C(C=C2C=C(N=CC2=C1)C=O)I 7-bromo-6-iodoisoquinoline-3-carbaldehyde